Ammonium Potassium Phosphate P(=O)([O-])([O-])O.[K+].[NH4+]